palladium-osmium [Os].[Pd]